2-((2-((4-(4-(4-(3-(2,4-dioxotetrahydropyrimidin-1(2H)-yl)benzyl)piperazin-1-yl)piperidin-1-yl)-2-methoxyphenyl)amino)-5-(trifluoromethyl)pyridin-4-yl)amino)-N-methylbenzamide O=C1N(CCC(N1)=O)C=1C=C(CN2CCN(CC2)C2CCN(CC2)C2=CC(=C(C=C2)NC2=NC=C(C(=C2)NC2=C(C(=O)NC)C=CC=C2)C(F)(F)F)OC)C=CC1